1-(2-((6-methoxy-2-methyl-1,2,3,4-tetrahydroisoquinolin-7-yl)amino)pyrimidin-4-yl)indoline-3-carboxylic acid COC=1C=C2CCN(CC2=CC1NC1=NC=CC(=N1)N1CC(C2=CC=CC=C12)C(=O)O)C